3-{4-[(5-chloropyrimidin-2-yl)oxy]-3-methylphenyl}-1-(oxane-4-carbonyl)urea ClC=1C=NC(=NC1)OC1=C(C=C(C=C1)NC(NC(=O)C1CCOCC1)=O)C